C1(CC1)C1=NC=NC(=C1C=1N=C(C2=C(N1)CN(C2)CC#N)NCC2=CC=C(C=C2)C=2N(C=C(N2)C(F)(F)F)C)OC 2-(2-(4-cyclopropyl-6-methoxypyrimidin-5-yl)-4-((4-(1-methyl-4-(trifluoromethyl)-1H-imidazol-2-yl)benzyl)amino)-5,7-dihydro-6H-pyrrolo[3,4-d]pyrimidin-6-yl)acetonitrile